4-[4-(2,6-bipyridin-2-ylpyridin-4-yl)phenyl]-2,6-bipyridin-2-ylpyridine N1C(C=CC=C1)(C1=CC=CC=N1)C1=NC=CC(=C1)C1=CC=C(C=C1)C1=CC(NC=C1)(C1=CC=CC=N1)C1=NC=CC=C1